F[C@H]1[C@H](CN(CC1)C1=NC2=C(N1C)C=CC(=C2)NC(C=C)=O)NC2=NC=C(C=N2)C(F)(F)F N-(2-((3S,4R)-4-Fluoro-3-((5-(trifluoromethyl)pyrimidin-2-yl)amino)piperidin-1-yl)-1-methyl-1H-benzo[d]imidazol-5-yl)acrylamide